(R)-N-(3-((3-Hydroxyoxetan-3-yl)ethynyl)-1-(6-(3-methoxytetrahydrofuran-3-yl)-4-Methylpyridin-2-yl)-1H-pyrrolo[3,2-c]pyridin-6-yl)acetamide OC1(COC1)C#CC1=CN(C2=C1C=NC(=C2)NC(C)=O)C2=NC(=CC(=C2)C)[C@]2(COCC2)OC